1-methyl-5-[(trimethylsilyl)ethynyl]indole CN1C=CC2=CC(=CC=C12)C#C[Si](C)(C)C